[C@H]12CN(C[C@H](CC1)N2)C2=CC(=NC1=C(C(=C(C=C21)Cl)C2=CC(=CC1=CC=CC=C21)O)F)N2CC(C2)N(C)C 4-((S or R)-4-((1R,5S)-3,8-diazabicyclo[3.2.1]octan-3-yl)-6-chloro-2-(3-(Dimethylamino)azetidin-1-yl)-8-fluoroquinolin-7-yl)naphthalene-2-ol